ClC1=CC=C(C=C1)C=1C(=NC(=NC1)C=1C=NC=CC1)NCCCN1CCOCC1 (4-chlorophenyl)-N-(3-morpholinopropyl)-2-(pyridin-3-yl)pyrimidin-4-amine